tert-butyl (tert-butoxycarbonyl)(6-((3S,4S)-4-(4-((tertbutyldiphenylsilyl)oxy)-3-methyltetrahydrofuran-3-yl)piperazin-1-yl)-7-chloroisoquinolin-3-yl)carbamate C(C)(C)(C)OC(=O)N(C(OC(C)(C)C)=O)C=1N=CC2=CC(=C(C=C2C1)N1CCN(CC1)[C@]1(COC[C@H]1O[Si](C1=CC=CC=C1)(C1=CC=CC=C1)C(C)(C)C)C)Cl